OC1=C(C=CC(=C1)OCCCCCCCC)C1=NC(=NC(=N1)C1=C(C=C(C=C1)C(C)(C)C)C(C)(C)C)C1=C(C=C(C=C1)C(C)(C)C)C(C)(C)C 2-(2-hydroxy-4-octoxyphenyl)-4,6-Bis(2,4-ditert-butylphenyl)-s-triazine